5-[[(3R,4R)-4-[4-Chloro-2-(5-fluoro-2-pyridyl)-1H-imidazol-5-yl]-3-methyl-1-piperidyl]sulfonyl]thiazole-2-carboxylic acid ClC=1N=C(NC1[C@H]1[C@H](CN(CC1)S(=O)(=O)C1=CN=C(S1)C(=O)O)C)C1=NC=C(C=C1)F